(2-methoxy-2-methylpropoxy)pyridin COC(COC1=NC=CC=C1)(C)C